3-[1-(2-methylpropyl)pyrazolo[4,3-c]pyridin-6-yl]-1-(oxan-2-yl)pyrazol-4-amine CC(CN1N=CC=2C=NC(=CC21)C2=NN(C=C2N)C2OCCCC2)C